2-((S)-1-chloropropyl)-1-(((S)-oxetan-2-yl) methyl)-1H-benzo[d]imidazole-6-carboxylate Cl[C@@H](CC)C1=NC2=C(N1C[C@H]1OCC1)C=C(C=C2)C(=O)[O-]